COC(C1=C(C=CC(=C1)C#N)COC1=C(C=C(C=C1)C(F)(F)F)Cl)=O ((2-chloro-4-(trifluoromethyl)phenoxy)methyl)-5-cyanobenzoic acid methyl ester